BrC1=C(C(=CC(=C1)OCOC)C)/C=C/CCCOCCN(C(OC(C)(C)C)=O)CCO[Si](C1=CC=CC=C1)(C1=CC=CC=C1)C(C)(C)C tert-butyl (E)-(2-((5-(2-bromo-4-(methoxymethoxy)-6-methylphenyl)pent-4-en-1-yl)oxy)ethyl)(2-((tert-butyldiphenylsilyl)oxy)ethyl)carbamate